tert-butyl (3S)-4-{7-chloro-6-fluoro-1-[4-methyl-2-(propan-2-yl)pyridin-3-yl]-2-oxo-1,2-dihydropyrido[2,3-d]pyrimidin-4-yl}-3-methylpiperazine-1-carboxylate ClC=1C(=CC2=C(N(C(N=C2N2[C@H](CN(CC2)C(=O)OC(C)(C)C)C)=O)C=2C(=NC=CC2C)C(C)C)N1)F